6-(5-aminomethyl-4-methyl-pyridin-3-yl)-7-fluoro-1-methyl-3,4-dihydro-1H-quinolin-2-one hydrochloride Cl.NCC=1C(=C(C=NC1)C=1C=C2CCC(N(C2=CC1F)C)=O)C